(2R,6S)-2,6-dimethylpiperazine-1-ol hydrochloride Cl.C[C@H]1N([C@H](CNC1)C)O